t-Butylacetyl chloride C(C)(C)(C)CC(=O)Cl